Isopropyl-(5-methoxy-2-pyridin-2-yl-pyrimidin-4-yl)-ammonium citrate C(CC(O)(C(=O)[O-])CC(=O)[O-])(=O)[O-].C(C)(C)[NH2+]C1=NC(=NC=C1OC)C1=NC=CC=C1.C(C)(C)[NH2+]C1=NC(=NC=C1OC)C1=NC=CC=C1.C(C)(C)[NH2+]C1=NC(=NC=C1OC)C1=NC=CC=C1